N-(1-(4,4-difluorocyclohexyl)-1H-indazol-6-yl)-4-((2-hydroxyethyl)sulphonamido)-2-(6-azaspiro[2.5]oct-6-yl)benzamide FC1(CCC(CC1)N1N=CC2=CC=C(C=C12)NC(C1=C(C=C(C=C1)NS(=O)(=O)CCO)N1CCC2(CC2)CC1)=O)F